4-[(2S)-2-(3,5-dioxopiperazin-1-yl)propyl]piperazine-2,6-dione O=C1CN(CC(N1)=O)[C@H](CN1CC(NC(C1)=O)=O)C